C(C1=CC=CC=C1)SC=1C(=NC=C(C1)Cl)C(F)(F)F 3-(benzylthio)-5-chloro-2-(trifluoromethyl)pyridine